CN1CC(C1)(C)[C@@](O)(C1=CC=C(C=C1)OC(F)(F)F)C1=CC2=C(N=C(O2)C)C=C1 (R)-(1,3-Dimethyl-azetidin-3-yl)-(2-methyl-benzooxazol-6-yl)-(4-trifluoromethoxy-phenyl)-methanol